ClC1=CC=C(C(=N1)C(=O)O)N[C@H](C)C1=C2N=C(C(=NC2=CC(=C1)C)C#N)N1CC=2N(CC1)C=C(N2)C(F)(F)F (R)-6-chloro-3-((1-(2-cyano-7-methyl-3-(2-(trifluoromethyl)-5,6-dihydroimidazo[1,2-a]pyrazin-7(8H)-yl)quinoxalin-5-yl)ethyl)amino)picolinic acid